rel-trans-2-(2-methoxyphenyl)cyclopropan-1-amine COC1=C(C=CC=C1)[C@H]1[C@@H](C1)N |o1:8,9|